N-(2-Cyano-2'-fluoro-3'-methoxybiphenyl-3-yl)-5-{[(2-hydroxyethyl)amino]methyl}-1-methyl-1H-imidazol-2-carboxamid C(#N)C1=C(C=CC=C1NC(=O)C=1N(C(=CN1)CNCCO)C)C1=C(C(=CC=C1)OC)F